7-chloro-4-(3-hydroxy-3-methylpyrrolidin-1-yl)-1-phenylquinazolin-2(1H)-one ClC1=CC=C2C(=NC(N(C2=C1)C1=CC=CC=C1)=O)N1CC(CC1)(C)O